(S)-homoarginine N[C@@H](CCCCNC(N)=N)C(=O)O